6-allyl-N-[4-(piperidin-1-yl)phenyl]-6H-pyrimido[5,4-c][2,1]benzothiazin-2-amine 5,5-dioxide C(C=C)N1S(C2=C(C3=C1C=CC=C3)N=C(N=C2)NC2=CC=C(C=C2)N2CCCCC2)(=O)=O